[Zn].[Ca].[Li] lithium-calcium-zinc